C(#N)C=1C=C(C=CC1)C1(C(CN(CC1)C(=O)OC(C)(C)C)CN(C)C)O tert-butyl 4-(3-cyanophenyl)-3-((dimethylamino) methyl)-4-hydroxypiperidin-1-carboxylate